FC=1C=C(C=CC1OC1=C2C(=NC=C1)NC(N2C(C)C)=O)NC(=O)C=2C=NN(C2C(F)(F)F)C2=NC=C(C=C2)F N-(3-fluoro-4-((1-isopropyl-2-oxo-2,3-dihydro-1H-imidazo[4,5-b]pyridine-7-yl)oxy)phenyl)-1-(5-fluoropyridine-2-yl)-5-(trifluoromethyl)-1H-pyrazole-4-carboxamide